Tert-butyl 6-(4-(5-chloro-6-methyl-1-(tetrahydro-2H-pyran-2-yl)-1H-indazol-4-yl)-5-methyl-3-(5,8-diazaspiro[3.5]nonan-5-yl)-1H-pyrazol-1-yl)-2-azaspiro[3.3]heptane-2-carboxylate ClC=1C(=C2C=NN(C2=CC1C)C1OCCCC1)C=1C(=NN(C1C)C1CC2(CN(C2)C(=O)OC(C)(C)C)C1)N1C2(CCC2)CNCC1